(E)-5-(2-(methoxyimino)-3-((1-methyl-1H-pyrazol-4-yl)methyl)-6-(N-(1-methylcyclopropyl)sulfamoyl)-4-oxo-1,2,3,4-tetrahydroquinazolin-8-yl)-N,N-dimethylpyridineamide CO\N=C\1/NC2=C(C=C(C=C2C(N1CC=1C=NN(C1)C)=O)S(NC1(CC1)C)(=O)=O)C=1C=CC(=NC1)C(=O)N(C)C